Bi(thiainine) S1C(C=CC=C1)=C1SC=CC=C1